3-((7-(8-chloronaphthalen-1-yl)-8-fluoro-2-(((2R,7aS)-2-fluorohexahydro-1H-pyrrolizin-7a-yl)methoxy)pyrido[4,3-d]pyrimidin-4-yl)((R)-pyrrolidin-3-yl)amino)propanenitrile ClC=1C=CC=C2C=CC=C(C12)C1=C(C=2N=C(N=C(C2C=N1)N(CCC#N)[C@H]1CNCC1)OC[C@]12CCCN2C[C@@H](C1)F)F